C(C)C1=C(C=CC=C1C)C1=CC=CC=C1 ethyl-3-methyl-[1,1'-biphenyl]